CN1C(=CC(C=C1C)C1=C(C=C(C(=C1)OC)OC)[N+](=O)[O-])C N-Methyl-2,6-dimethyl-4-(4,5-dimethoxy-2-nitrophenyl)-1,4-dihydropyridin